(E)-N-{4-[(3-chloro-4-fluorophenyl)amino]-7-methoxyquinolin-6-yl}-4-(piperidin-1-yl)but-2-enamide monohydrate O.ClC=1C=C(C=CC1F)NC1=CC=NC2=CC(=C(C=C12)NC(\C=C\CN1CCCCC1)=O)OC